8-[4-[(3S)-1-(3-fluoropropyl)pyrrolidin-3-yl]oxyphenyl]-7-(1H-indol-5-yl)-5,6-dihydronaphthalen-2-ol FCCCN1C[C@H](CC1)OC1=CC=C(C=C1)C1=C(CCC=2C=CC(=CC12)O)C=1C=C2C=CNC2=CC1